NC1CN(C1)C=1C=C(C(=O)NC=2N=CC3=CC=C(C=C3C2)C=2C=NN(C2)C)C=CN1 2-(3-Aminoazetidin-1-yl)-N-(6-(1-methyl-1H-pyrazol-4-yl)isoquinolin-3-yl)Isonicotinamide